C(CCCC)OC(NC1=NC(=CC=C1)CO\N=C(\C1=CC=CC=C1)/C1=NN=NN1C)=O N-[6-[[(Z)-[(1-methyltetrazol-5-yl)-phenyl-methylene]amino]oxymethyl]-2-pyridinyl]carbamic acid pentyl ester